C(C)(=O)C(C(C(=O)O)N)N beta-acetyl-2,3-diaminopropionic acid